(+)-3-(((2S,3R)-1-(7,8-dichloro-4-(1H-imidazol-1-yl)quinolin-2-yl)-2-(methoxycarbonyl)pyrrolidin-3-yl)methoxy)propanoic acid ClC1=CC=C2C(=CC(=NC2=C1Cl)N1[C@@H]([C@@H](CC1)COCCC(=O)O)C(=O)OC)N1C=NC=C1